5-chloro-7-((4-(1-isopropyl-4-(trifluoromethyl)-1H-imidazol-2-yl)benzyl)oxy)-2-methyl-2H-pyrazolo[4,3-d]pyrimidine ClC=1N=C(C=2C(N1)=CN(N2)C)OCC2=CC=C(C=C2)C=2N(C=C(N2)C(F)(F)F)C(C)C